7-(5-bromo-2,4-difluorophenyl)-7H-pyrrolo[2,3-d]pyrimidin-2-amine BrC=1C(=CC(=C(C1)N1C=CC2=C1N=C(N=C2)N)F)F